Ethyl 4-((3-trifluoromethoxy-4-fluorophenyl) amino)-6-acetylamino-1H-indole-2-carboxylate FC(OC=1C=C(C=CC1F)NC1=C2C=C(NC2=CC(=C1)NC(C)=O)C(=O)OCC)(F)F